ClCOC([C@@H](NC(=O)OC(C)(C)C)C(C)C)=O N-{[(2-methylpropan-2-yl)oxy]carbonyl}-L-valine chloromethyl ester